(2R,3S,5R)-4-[[3-(2-fluoro-6-methoxy-phenyl)-5-methyl-5-(trifluoromethyl)tetrahydrofuran-2-carbonyl]amino]pyridine-2-carboxamide FC1=C(C(=CC=C1)OC)[C@H]1[C@@H](O[C@](C1)(C(F)(F)F)C)C(=O)NC1=CC(=NC=C1)C(=O)N